CC1(CCOCC1)NC(O[C@H]1C[C@H](CC1)C1=CC(=NN1)NC(CC1=NN(C=C1)C)=O)=O (1R,3S)-3-(3-{[(1-methyl-1H-pyrazol-3-yl)acetyl]-amino}-1H-pyrazol-5-yl)-cyclopentyl (4-methyltetra-hydro-2H-pyran-4-yl)carbamate